Cl.C(C)OC(CO[C@H]1CN(CC1)C=1C=CC(=NC1)C(=O)O)=O 5-[(3R)-3-(2-ethoxy-2-oxoethoxy)pyrrolidine-1-Yl]pyridine-2-carboxylic acid hydrochloride